FC(C1=CC=CC=2C=C(COC21)C(=O)O)(F)F 8-trifluoromethyl-2H-benzopyran-3-carboxylic acid